2-Chloro-5-(difluoromethoxy)-4-[[4-[1-isopropyl-4-(trifluoromethyl)imidazol-2-yl]phenyl]methoxy]pyrimidine ClC1=NC=C(C(=N1)OCC1=CC=C(C=C1)C=1N(C=C(N1)C(F)(F)F)C(C)C)OC(F)F